BrC1=C(C=NC=C1)C=O 4-bromopyridine-3-carbaldehyde